2-Chloro-9-(4-(2-methoxyethyl)tetrahydro-2H-pyran-4-yl)-7-methyl-7,9-dihydro-8H-purine ClC1=NC=C2N(CN(C2=N1)C1(CCOCC1)CCOC)C